C(C1=CC=CC=C1)OC(=O)N1[C@@H](C[C@H](C1)O[Si](C)(C)C(C)(C)C)C=O (2S,4R)-4-[tert-butyl-(dimethyl)silyl]oxy-2-formylpyrrolidine-1-carboxylic acid benzyl ester